4-[2-(methylsulfonyl)-1,3-thiazol-4-yl]-2-(morpholin-4-yl)-8-[1-(tetrahydro-2H-pyran-2-yl)-1H-pyrazol-5-yl]-1,7-naphthyridine CS(=O)(=O)C=1SC=C(N1)C1=CC(=NC2=C(N=CC=C12)C1=CC=NN1C1OCCCC1)N1CCOCC1